OC=1C=C2CC[C@@H]([C@@H](C2=CC1)C1=CC=C(C=C1)N1CCN(CC1)C1[C@@](CCCC1)(C)C[C@H]1NCC1C1N(C(C2=CC=CC=C12)=O)N1C(CCCC1=O)=O)C1=CC=CC=C1 1-(((1R,2R)-2-((4-(4-((1R,2S)-6-hydroxy-2-phenyl-1,2,3,4-tetrahydronaphthalen-1-yl)phenyl)piperazin-1-yl(methyl)cyclohexyl)methyl)azetidin-3-yl)-1-oxoisoindol-2-yl)piperidine-2,6-dione